2,3-dichloro-1,4,5,8-naphthacenetetraone ClC=1C(C=2C=C3C=C4C=CC(C=C4C=C3C(C2C(C1Cl)=O)=O)=O)=O